BrC=1C=C(C=C2C(C3=CC(=CC=C3CC2)OC)=O)C=CC1 2-(3-bromobenzylidene)-7-methoxy-3,4-dihydronaphthalen-1(2H)-one